6,7-Dichloro-1,2,3,4-tetrahydronaphthalene ClC=1C=C2CCCCC2=CC1Cl